FC=1C=C(C=CC1[Si](C)(C)C)NC(C(C1=CC=C(C=C1)OC)NC(=O)N1CC(CC1)O)=O N-(2-((3-fluoro-4-(trimethylsilyl)phenyl)amino)-1-(4-methoxyphenyl)-2-oxoethyl)-3-hydroxypyrrolidine-1-carboxamide